N-(2,3-Dichloro-4-oxo-4H-naphthalen-1-ylidene)-benzenesulfonamide ClC=1C(C2=CC=CC=C2C(C1Cl)=O)=NS(=O)(=O)C1=CC=CC=C1